2-(2-(1-((R)-1-(2,6-dichloro-3-cyclopropylphenyl)ethyl)-1H-imidazo[4,5-c]pyridin-6-yl)-5-(1H-pyrazol-4-yl)phenyl)propionic acid ClC1=C(C(=CC=C1C1CC1)Cl)[C@@H](C)N1C=NC=2C=NC(=CC21)C2=C(C=C(C=C2)C=2C=NNC2)C(C(=O)O)C